CC=1N=C2N(N=C(C=C2C)C2=CC(=C3C=C(N=NC3=C2)N2C[C@@H](CC2)N(C)C)F)C1 (3R)-1-[7-(2,8-dimethylimidazo[1,2-b]pyridazin-6-yl)-5-fluoro-cinnolin-3-yl]-N,N-dimethylpyrrolidin-3-amine